6-(2-Hydroxyphenyl)-N-[(2-oxo-1H-pyridin-3-yl)sulfonyl]-2-[(4S)-2,2,4-trimethylpyrrolidin-1-yl]pyridin-3-carboxamid OC1=C(C=CC=C1)C1=CC=C(C(=N1)N1C(C[C@@H](C1)C)(C)C)C(=O)NS(=O)(=O)C=1C(NC=CC1)=O